(S)- and (R)-2-((2-chloro-4-cyanophenethyl)amino)-N-(5-(1-methyl-1H-pyrazol-4-yl)pyridin-2-yl)-2-phenylacetamide ClC1=C(CCN[C@H](C(=O)NC2=NC=C(C=C2)C=2C=NN(C2)C)C2=CC=CC=C2)C=CC(=C1)C#N |r|